C(C)(C)(C)OC(C(OS(=O)(=O)C)C1=C(C=CC(=C1)OC1=NN(C=C1Br)C)F)=O.BrC=1C(=NC(=CC1)OC)C#N 3-bromo-6-methoxypyridinecarbonitrile tert-butyl-2-{5-[(4-bromo-1-methylpyrazol-3-yl)oxy]-2-fluorophenyl}-2-(methanesulfonyloxy)acetate